CC1=CC=C2C=NNC2=C1C1=NC(=NC=2CCCCC12)N1CC2(CN(C2)C(C=C)=O)CC1 1-(6-(4-(6-methyl-1H-indazol-7-yl)-5,6,7,8-tetrahydro-2-quinazolinyl)-2,6-diazaspiro[3.4]octan-2-yl)-2-propen-1-one